F[C@@H]1CC=2C=C3CC[C@@H](C3=C(C2C1)N)C (2R,5S)-2-fluoro-5-methyl-1,2,3,5,6,7-hexahydro-s-indacen-4-amine